mono-p-toluenesulfonate sesquihydrate O.CC1=CC=C(C=C1)S(=O)(=O)O.O.O.CC1=CC=C(C=C1)S(=O)(=O)O